[2-[[4-[(6-bromobenzothien-2-yl)methyl]-5-oxo-1,2,4-triazol-1-yl]methyl]-3,3-difluoro-allyl]carbamic acid tert-butyl ester C(C)(C)(C)OC(NCC(=C(F)F)CN1N=CN(C1=O)CC=1SC2=C(C1)C=CC(=C2)Br)=O